C(C)OC1(OC2=C(O1)C=CC=C2)C 2-ethoxy-2-methyl-1,3-benzodioxol